CC=1C=C(C=CC1)C=1C2=CC=CC=C2N=C2C=CC=CC12 9-(3-methylphenyl)acridine